P(=O)(OC(C)(C)C)(OC(C)(C)C)OCN1N=CC(=C1)C=1OC=C(N1)C(NC=1C(=NN(C1)[C@@H]1CC[C@H](CC1)OCC)C1=NC=CN=C1)=O di-tert-butyl ((4-(4-((1-(trans-4-ethoxycyclohexyl)-3-(pyrazin-2-yl)-1H-pyrazol-4-yl) carbamoyl) oxazol-2-yl)-1H-pyrazol-1-yl) methyl) phosphate